(S)-1-benzyl-4-fluoro-N-(5-trideuteriomethyl-4-oxo-2,3,4,5-tetrahydropyrido[3,2-b][1,4]oxazepin-3-yl)-1H-pyrazole-3-carboxamide C(C1=CC=CC=C1)N1N=C(C(=C1)F)C(=O)N[C@@H]1C(N(C2=C(OC1)C=CC=N2)C([2H])([2H])[2H])=O